ClC1=CN=C2N1C1=CC(=NC=C1C=C2C=2C=NC(=CC2C)C(CCC)O)NC(=O)[C@@H]2[C@@H](C2)F (1R,2R)-N-(1-chloro-4-(6-(1-hydroxybutyl)-4-methylpyridin-3-yl)imidazo[1,2-a][1,6]naphthyridin-8-yl)-2-fluorocyclopropane-1-carboxamide